BrC1=C(OC2(CC2)C(=O)OC)C=CC=C1 methyl 1-(2-bromophenoxy)cyclopropanecarboxylate